N-(4-(4-((4-bromophenyl)sulfonamido)phenyl)-1H-pyrrolo[2,3-b]pyridin-6-yl)cyclopropylcarboxamide BrC1=CC=C(C=C1)S(=O)(=O)NC1=CC=C(C=C1)C1=C2C(=NC(=C1)NC(=O)C1CC1)NC=C2